2-[[5-(2,5-dichlorophenyl)furan-2-yl]methylamino]-1-phenylethanol ClC1=C(C=C(C=C1)Cl)C1=CC=C(O1)CNCC(O)C1=CC=CC=C1